5-(2,6-dimethylphenyl)thiophene-2-carbaldehyde CC1=C(C(=CC=C1)C)C1=CC=C(S1)C=O